NC=1N=C(C=C2C=C(N=CC12)NC(=O)[C@H]1[C@@H](C1)C#N)Cl trans-N-(8-amino-6-chloro-2,7-naphthyridin-3-yl)-2-cyano-cyclopropanecarboxamide